(2R,4aR,7R)-12-chloro-11-(2-chloro-6-hydroxyphenyl)-7-((dimethylamino)methyl)-10-fluoro-2-methyl-2,3,4,4a,6,7-Hexahydro-8-oxa-3,5a,9,13c-tetraazanaphtho[3,2,1-de]anthracene-5(1H)-one ClC1=CC2=C3C=4N(C[C@H](OC4N=C2C(=C1C1=C(C=CC=C1O)Cl)F)CN(C)C)C([C@H]1CN[C@@H](CN13)C)=O